N-(3-((2,6-difluorophenoxy)methyl)benzyl)-5-(4-(trifluoromethyl)phenyl)-2-naphthamide FC1=C(OCC=2C=C(CNC(=O)C3=CC4=CC=CC(=C4C=C3)C3=CC=C(C=C3)C(F)(F)F)C=CC2)C(=CC=C1)F